C(N)(=O)C1=CC2=C(N(C(=N2)NC(=O)C2=NC=CN=C2)C/C=C/CN2C(=NC=3C2=NC=C(C3)C(=O)N)NC(=O)C3=NC=CN=C3)C(=C1)OCCCN1CCOCC1 (E)-3-(4-(5-carbamoyl-7-(3-morpholinopropoxy)-2-(pyrazine-2-carboxamido)-1H-benzo[d]imidazol-1-yl)but-2-en-1-yl)-2-(pyrazine-2-carboxamido)-3H-imidazo[4,5-b]pyridine-6-carboxamide